(1-(5-(4-Fluorophenyl)thiophen-2-yl)cyclobutyl)(4-methylpiperazin-1-yl)methanon FC1=CC=C(C=C1)C1=CC=C(S1)C1(CCC1)C(=O)N1CCN(CC1)C